C1(C=CC(N1CCCCCC(=O)O)=O)=O epsilon-maleimidohexanoic acid